FC(C1=NC(=NO1)C1=CC=C(C=C1)N1C=NC(=C1)C[SH3]=O)(F)F ((1-(4-(5-(trifluoromethyl)-1,2,4-oxadiazol-3-yl)phenyl)-1H-imidazol-4-yl)methyl)-lambda6-sulfanone